CC1(CN=CC2=CC=C(C=C12)C1=NC(=NC=C1C)NC1=CC(=CC=C1)N1CCN(CC1)C)C 4,4-Dimethyl-6-(5-methyl-2-((3-(4-methylpiperazin-1-yl)phenyl)amino)pyrimidin-4-yl)-3,4-Dihydroisoquinolin